ClC=1C=C(C=C(C1OC1=C2C=3C(C(NC3C=C1)=O)(CCC2)C)Cl)NCC2=NOC(N2)=O 3-(((3,5-dichloro-4-((2a-methyl-2-oxo-1,2,2a,3,4,5-hexahydrobenzo[cd]indol-6-yl)oxy)phenyl)amino)methyl)-1,2,4-oxadiazol-5(4H)-one